OC1=C(C(=O)OC)C=CC(=C1)C(=O)OC Dimethyl 2-hydroxyterephthalate